(9-methyl-9-azabicyclo[3.3.1]non-3-yl)-1-methyl-1H-indazole-3-carboxamide hydrochloride Cl.CN1C2CC(CC1CCC2)C2=C1C(=NN(C1=CC=C2)C)C(=O)N